3-bromo-5-(trifluoromethyl)-1H-pyrazolo[3,4-c]pyridine-7-carbaldehyde BrC1=NNC2=C(N=C(C=C21)C(F)(F)F)C=O